Cyclopropanoxynitrophenyluracil C1(CC1)OC1=C(C=CC=C1)C=1C(NC(NC1[N+](=O)[O-])=O)=O